BrC=1C=C(C=CC1)N1N=C(C=C1)C 1-(3-bromophenyl)-3-methyl-1H-pyrazole